FC1=C(C(=C(C=C1OC)OC)F)NC(=O)NCC (2,6-difluoro-3,5-dimethoxyphenyl)-3-ethylurea